dihydro-1'H,3'H-spiro[oxetane-3,2'-pyrrolizine]-7a'(5'H)-carboxylic acid methyl ester COC(=O)C12CCCN2CC2(C1)COC2